(4-(5-(3,5-dichlorophenyl)-5-(trifluoromethyl)-4,5-dihydroisoxazol-3-yl)phenyl)(3-methyl-1H-indol-1-yl)methanone ClC=1C=C(C=C(C1)Cl)C1(CC(=NO1)C1=CC=C(C=C1)C(=O)N1C=C(C2=CC=CC=C12)C)C(F)(F)F